5-amino-3-(trifluoromethyl)pyridinecarbonitrile NC=1C=C(C(=NC1)C#N)C(F)(F)F